FC(C1=NN(C=C1C(=O)NC1=C2C(CC(C2=CC=C1)(C)C)C)C)F 3-(difluoro-methyl)-1-methyl-N-(1,1,3-trimethyl-2,3-dihydro-1H-inden-4-yl)-1H-pyrazole-4-carboxamide